ClC=1C2=C(C(=NC1)C1=CC=C(C(=O)N[C@@H]3CC[C@H](CC3)C(C)(C)O)C=C1)C=NN2CC2=CC=C(C=C2)OC 4-[7-chloro-1-(4-methoxybenzyl)-1H-pyrazolo[4,3-c]pyridin-4-yl]-N-[trans-4-(2-hydroxypropan-2-yl)cyclohexyl]benzamide